O1CC(C1)OC1=NC(=NC=C1C(F)(F)F)N[C@H]1C[C@H](CCC1)C1=NN=C2N1CCN(C2)C(=O)N2CCCC2 [3-[(1S,3R)-3-[[4-(oxetan-3-yloxy)-5-(trifluoromethyl)pyrimidin-2-yl]amino]cyclohexyl]-6,8-dihydro-5H-[1,2,4]triazolo[4,3-a]pyrazin-7-yl]-pyrrolidin-1-yl-methanone